FCC12OCC(C1)(C2)N2N=C1C=C(C(=CC1=C2)C(=O)NC=2C(N(C=CC2)[C@H]2[C@H](C2)C)=O)OC(C)C 2-(1-(fluoromethyl)-2-oxabicyclo[2.1.1]hex-4-yl)-6-isopropoxy-N-(1-((1r,2s)-2-methylcyclopropyl)-2-oxo-1,2-dihydropyridin-3-yl)-2H-indazole-5-carboxamide